FC=1C=C(CC=2C=C3C(=NNC3=CC2)NC(C2=C(C=C(C=C2)N2CCN(CC2)C)NC2CCOCC2)=O)C=C(C1)F N-(5-(3,5-difluorobenzyl)-1H-indazol-3-yl)-4-(4-methylpiperazin-1-yl)-2-((tetrahydro-2H-pyran-4-yl)amino)benzamide